7-(4-hydroxyphenyl)-1-(3-methoxybenzyl)-3,4-dihydropyrazino[2,3-b]pyrazin-2(1H)-one OC1=CC=C(C=C1)C1=CN=C2C(=N1)N(C(CN2)=O)CC2=CC(=CC=C2)OC